5-{6-[2-(6-Fluoro-4-methoxy-2-methyl-indol-1-yl)-ethylamino]-pyrimidin-4-yl}-3-(2,2,2-trifluoro-ethoxy)-thiophen FC1=CC(=C2C=C(N(C2=C1)CCNC1=CC(=NC=N1)C1=CC(=CS1)OCC(F)(F)F)C)OC